[18F]CCCCCCCCCCCCSCCC(=O)O 16-[18F]fluoro-4-thiahexadecanoic acid